(R)-3-(6-chloro-5-(2-isopropoxyphenyl)-1H-benzo[d]imidazol-2-yl)-3-(4-((cyclopropylmethyl)sulfonyl)phenyl)propanamide ClC=1C(=CC2=C(NC(=N2)[C@H](CC(=O)N)C2=CC=C(C=C2)S(=O)(=O)CC2CC2)C1)C1=C(C=CC=C1)OC(C)C